BrC=1C(=NC=C(C(=O)O)C1)C(F)(F)F 5-bromo-6-(trifluoromethyl)nicotinic acid